P(=O)(OC1=CC(=C(C(=C1)C(C)(C)C)O)C(C)(C)C)(OC1=CC(=C(C(=C1)C(C)(C)C)O)C(C)(C)C)OC1=CC(=C(C(=C1)C(C)(C)C)O)C(C)(C)C tri(3,5-di-tert-butyl-4-hydroxyphenyl) phosphate